3-amino-1,2,4-butanetriol NC(C(CO)O)CO